4-(6-chloropyridazin-3-yl)benzene-1,3-diol ClC1=CC=C(N=N1)C1=C(C=C(C=C1)O)O